dihydro-2H-benzo[d][1,3]thiazin-2-one N1C(SCC2=C1C=CC=C2)=O